N(=[N+]=[N-])[C@H](C(=O)N1[C@@H](C[C@H](C1)O)C(=O)N[C@@H](CO)C1=CC=C(C=C1)C1=NC=CC=N1)C(C)C (2S,4R)-1-((S)-2-azido-3-methylbutanoyl)-4-hydroxy-N-((R)-2-hydroxy-1-(4-(pyrimidin-2-yl)phenyl)ethyl)pyrrolidine-2-carboxamide